1-(3-bromophenyl)cyclopropanecarboxylic acid BrC=1C=C(C=CC1)C1(CC1)C(=O)O